C(CS)(=O)OCCCC n-butyl thioglycolate